5-(2-((4,4-difluorocyclohexyl)amino)-4-methoxypyrrolo[2,1-f][1,2,4]triazin-5-yl)-N-methylpyrazolo[1,5-a]pyridine-3-carboxamide FC1(CCC(CC1)NC1=NN2C(C(=N1)OC)=C(C=C2)C2=CC=1N(C=C2)N=CC1C(=O)NC)F